C(#N)C=1C=C(CN2N=C(N=C2)C(=O)O)C=CC1 1-(3-cyanobenzyl)-1H-1,2,4-triazole-3-carboxylic acid